S1C(=NN=C1)N (E)-1,3,4-thiadiazol-2-amine